NC1=C(C2=C(N=C(N=C2C2CC2)C)N1C1=C(C(=CC=C1C)O)C)C(=O)N (rac)-6-amino-4-cyclopropyl-7-(3-hydroxy-2,6-dimethylphenyl)-2-methyl-7H-pyrrolo[2,3-d]pyrimidine-5-carboxamide